N-[(6-Amino-2-pyridyl)sulfonyl]-2-(6-azaspiro[2.5]octan-6-yl)-6-(3-fluoro-5-isobutoxyphenyl)pyridin-3-carboxamid NC1=CC=CC(=N1)S(=O)(=O)NC(=O)C=1C(=NC(=CC1)C1=CC(=CC(=C1)OCC(C)C)F)N1CCC2(CC2)CC1